Cl.C(C)S(=O)CC1CCNCC1 4-(ethylsulfinylmethyl)piperidine hydrochloride